N1CCC2(CC1)OCCC1=CC=C(C=C12)C#N spiro[isochromane-1,4'-piperidine]-7-carbonitrile